4-(2-((5,7-dimethyl-1H-indol-4-yl)methyl)-2-azabicyclo[2.2.1]heptan-3-yl)benzamide CC=1C(=C2C=CNC2=C(C1)C)CN1C2CCC(C1C1=CC=C(C(=O)N)C=C1)C2